Br.[Br-].NCCCCCC[P+](C1=CC=CC=C1)(C1=CC=CC=C1)C1=CC=CC=C1 (6-Aminohexyl)triphenylphosphonium bromide hydrobromide